2-((2-(2,6-dioxopiperidin-3-yl)-1,3-dioxoisoindolin-4-yl)oxy)-N-(3-((3aR,4R,9bR)-4-(hydroxymethyl)-1-tosyl-2,3,3a,4,5,9b-hexahydro-1H-pyrrolo[3,2-c]quinolin-8-yl)phenyl)acetamide O=C1NC(CCC1N1C(C2=CC=CC(=C2C1=O)OCC(=O)NC1=CC(=CC=C1)C1=CC=2[C@H]3[C@@H]([C@@H](NC2C=C1)CO)CCN3S(=O)(=O)C3=CC=C(C)C=C3)=O)=O